C1(=CC=CC=C1)CC[C@@H](C(=O)O)CCC1=C(C=CC=C1)C(\C=C\C1=CC=CC=C1)=O (2R)-2-(2-Phenylethyl)-4-[2-[(E)-3-phenylprop-2-enoyl]phenyl]butanoic acid